(1S,2S)-2-(5-bromo-pyrazin-2-yl)-cyclopropanecarboxylic acid BrC=1N=CC(=NC1)[C@@H]1[C@H](C1)C(=O)O